(R)-3-(tert-butyl)-N-(1-(2-methyl-4-(8-(4-(piperazin-1-yl)phenyl)-9H-purin-6-yl)phenyl)ethyl)-1,2,4-oxadiazol-5-carboxamide hydrochloride Cl.C(C)(C)(C)C1=NOC(=N1)C(=O)N[C@H](C)C1=C(C=C(C=C1)C1=C2N=C(NC2=NC=N1)C1=CC=C(C=C1)N1CCNCC1)C